SC(CC(=O)O)C.SC(CC(=O)O)C.SC(CC(=O)O)C.C(O)C(C)(CO)CO Trimethylolethane tris(3-mercaptobutyrate)